FC=1C=2N(C=C(C1)C1=CNC=3N=C(N=C(C31)OC)NC3CCC(CC3)OCCO)C=CN2 2-(((1r,4r)-4-((5-(8-fluoroimidazo[1,2-a]pyridin-6-yl)-4-methoxy-7H-pyrrolo[2,3-d]pyrimidin-2-yl)amino)cyclohexyl)oxy)ethan-1-ol